FC1(CC(C1)CN1N=CC(=C1)C=1C(=NC(=CC1)C)C1=CC=C2C=C(N=NC2=C1)OC)F 7-(3-{1-[(3,3-Difluorocyclobutyl)methyl]-1H-pyrazol-4-yl}-6-methylpyridin-2-yl)-3-methoxycinnolin